2-((4-methyl-2-(trifluoromethyl)pyrimidin-5-yl)sulfonyl)-2,6-diazaspiro[3.3]heptane CC1=NC(=NC=C1S(=O)(=O)N1CC2(C1)CNC2)C(F)(F)F